5-[6-({cis-3-[5-(trifluoromethyl)pyridin-2-yl]cyclobutyl}oxy)pyridin-3-yl]isoxazol-3-ol FC(C=1C=CC(=NC1)[C@H]1C[C@H](C1)OC1=CC=C(C=N1)C1=CC(=NO1)O)(F)F